2-Methyl-4-((pentafluoro-λ6-sulfanyl)-methylen)-2-phenyloxepan CC1(OCCCC(C1)=CS(F)(F)(F)(F)F)C1=CC=CC=C1